2-fluoro-1-(3-(7-(4-methylpiperidine-1-carbonyl)-3-(4-[(trifluoromethyl)oxy]phenyl)-1H-indazol-1-yl)azetidin-1-yl)prop-2-en-1-one FC(C(=O)N1CC(C1)N1N=C(C2=CC=CC(=C12)C(=O)N1CCC(CC1)C)C1=CC=C(C=C1)OC(F)(F)F)=C